N1=C(C=CC=C1)C1=CN(CCC1)C(=O)OC(C)(C)C tert-butyl 5',6'-dihydro-[2,3'-bipyridine]-1'(4'H)-carboxylate